N-[4-(3-Cyanophenyl)-5-(2,6-dimethyl-4-pyridyl)thiazol-2-yl]-4-(oxetan-3-yl)piperazin-1-carboxamid C(#N)C=1C=C(C=CC1)C=1N=C(SC1C1=CC(=NC(=C1)C)C)NC(=O)N1CCN(CC1)C1COC1